C(C1=CC=CC=C1)C1N=C(OC1)C1=C(C=CC=C1)Br 2-(4-Benzyl-4,5-dihydro-oxazol-2-yl)bromobenzene